3-(Bromomethyl)thiophene BrCC1=CSC=C1